NC=1C=C(OCCOCCOCCOCCOCCOCCOCCOCCOCCOCCOCCOC2=CC=C(C(=O)OC(C)(C)C)C=C2)C=C(C1)Cl tert-butyl 4-[2-[2-[2-[2-[2-[2-[2-[2-[2-[2-[2-(3-amino-5-chloro-phenoxy)ethoxy]ethoxy]ethoxy]ethoxy]ethoxy]ethoxy]ethoxy]ethoxy] ethoxy]ethoxy]ethoxy]benzoate